C(=O)(O)[C@@H]1NC2=CC(=CC(=C2[C@H](C1)NC(=O)NC1=CC=CC=C1)Cl)Cl trans-2-Carboxy-5,7-dichloro-4-phenylaminocarbonylamino-1,2,3,4-tetrahydroquinoline